C(CCCCCCCCCCCCCCCCCCCCCCCCCCCCC)(=O)O MELISSIC ACID